4-((1H-indol-3-yl)(phenyl)methyl)-2,6-di-tert-butylphenol N1C=C(C2=CC=CC=C12)C(C1=CC(=C(C(=C1)C(C)(C)C)O)C(C)(C)C)C1=CC=CC=C1